tert-butyl (S)-3-((7-((tert-butoxycarbonyl)(3-cyano-5-methylphenyl)amino)-3-cyclopropylpyrazolo[1,5-a]pyrimidin-5-yl)amino)piperidine-1-carboxylate C(C)(C)(C)OC(=O)N(C1=CC(=NC=2N1N=CC2C2CC2)N[C@@H]2CN(CCC2)C(=O)OC(C)(C)C)C2=CC(=CC(=C2)C)C#N